gamma-(aminoethyl)aminopropyl-trimethoxysilane tert-butyl-4-(3-amino-2-(benzylthio)-4-((1-(4-methoxybenzyl)-2,6-dioxopiperidin-3-yl)amino)phenyl)piperidine-1-carboxylate C(C)(C)(C)OC(=O)N1CCC(CC1)C1=C(C(=C(C=C1)NC1C(N(C(CC1)=O)CC1=CC=C(C=C1)OC)=O)N)SCC1=CC=CC=C1.NCCNCCC[Si](OC)(OC)OC